(2-(2,6-dioxopiperidin-3-yl)-7-methoxy-3-oxoisoindolin-5-yl)methyl (6-((R)-2-methylpyrrolidin-1-yl) pyridin-3-yl)carbamate C[C@H]1N(CCC1)C1=CC=C(C=N1)NC(OCC=1C=C2C(N(CC2=C(C1)OC)C1C(NC(CC1)=O)=O)=O)=O